tert-Butyl (2R,5S)-2,5-dimethyl-4-(2-methyl-1-(((S)-tetrahydrofuran-2-yl)methyl)-1H-[1,2,4]triazolo[3,4-b]purin-4-yl)piperazine-1-carboxylate C[C@H]1N(C[C@@H](N(C1)C=1C=2N=C(N(C2N2C(N1)=NN=C2)C[C@H]2OCCC2)C)C)C(=O)OC(C)(C)C